N-(4-fluorophenyl)-N-methyl-3-[6-(propanoylamino)-3-pyridyl]imidazo[1,2-a]pyridine-6-carboxamide FC1=CC=C(C=C1)N(C(=O)C=1C=CC=2N(C1)C(=CN2)C=2C=NC(=CC2)NC(CC)=O)C